5'-O-(tert-butyldimethylsilyl)-2'-deoxy-5-iodouridine [Si](C)(C)(C(C)(C)C)OC[C@@H]1[C@H](C[C@@H](O1)N1C(=O)NC(=O)C(=C1)I)O